N=1C=NN2C1C=C(C=C2)OC2=CC(=C(C=C2C)NC2=NC=NC1=C2N=C(N=C1)N1CCN(CC1)C(C=C)=O)OC 1-(4-(8-((4-([1,2,4]triazolo[1,5-a]pyridin-7-yloxy)-2-methoxy-5-methylphenyl)amino)pyrimido[5,4-d]pyrimidin-2-yl)piperazin-1-yl)prop-2-en-1-one